5-(3-methyl-pyridin-2-yl)-1H-pyrrole-3-sulfonyl chloride CC=1C(=NC=CC1)C1=CC(=CN1)S(=O)(=O)Cl